N1=CC(=CC=C1)C1=C(C=CC=C1)N=C=S 3-pyridyl-phenyl isothiocyanate